3,6-dicyclohexylidene-1,2,4,5-tetroxane C1(CCCCC1)=C1OOC(OO1)=C1CCCCC1